6-{5-chloro-2-[(oxacyclohex-4-yl)amino]pyrimidin-4-yl}-2-[2-(4-methyl-4-phenylpiperidin-1-yl)-2-oxoethyl]-2,3-dihydro-1H-isoindol-1-one ClC=1C(=NC(=NC1)NC1CCOCC1)C1=CC=C2CN(C(C2=C1)=O)CC(=O)N1CCC(CC1)(C1=CC=CC=C1)C